(S)-ethyl 4-(3-fluoro-2-methylphenyl)-6-(((cis)-hexahydropyrrolo[3,4-b][1,4]oxazin-4(4aH)-yl)methyl)-2-(thiazol-2-yl)-1,4-dihydropyrimidine-5-carboxylate hydrochloride Cl.FC=1C(=C(C=CC1)[C@@H]1N=C(NC(=C1C(=O)OCC)CN1[C@H]2[C@@H](OCC1)CNC2)C=2SC=CN2)C